cis-3-tetradecene-1,14-dicarboxylic acid C(C\C=C/CCCCCCCCCCC(=O)O)C(=O)O